SC(C(=O)O)C.SC(C(=O)O)C.OCCCSCCCO hydroxypropyl sulfide bis(2-mercaptopropionate)